[Na].ClC1=CC=C(OC2=CC(=C(C=C2)C(\C(=C\N2N=CN=C2)\C)=O)C(F)(F)F)C=C1 (E)-1-(4-(4-chlorophenoxy)-2-(trifluoromethyl)phenyl)-2-methyl-3-(1H-1,2,4-triazol-1-yl)prop-2-en-1-one sodium